Palmitoyl-2-linoleoyl-3-acetyl-rac-glycerol C(CCCCCCCCCCCCCCC)(=O)C(O)C(OC(CCCCCCC\C=C/C\C=C/CCCCC)=O)COC(C)=O